C(C1=CC=CC=C1)N1CCC(CC1)NC=1C=NC=2C=CC(=C(C2N1)C#N)NC1=CC(=C(C=C1)OCC1=CC=C(C=C1)OC)OC 3-((1-benzylpiperidin-4-yl)amino)-6-((3-methoxy-4-((4-methoxybenzyl)oxy)phenyl)amino)quinoxaline-5-carbonitrile